CC1=C2C(=CC=3C=4C=C(C=CC4N(C13)C)OC[C@H](C)N(C)C)C=NC=C2 (S)-1-((5,6-dimethyl-6H-pyrido[4,3-b]carbazol-9-yl)oxy)-N,N-dimethylpropan-2-amine